N-Isopropyl-Acrylamid C(C)(C)NC(C=C)=O